2'-((3-(difluoromethyl)-1H-pyrazol-4-yl)amino)-7'-((1R,3R)-3-hydroxycyclohexyl)spiro[cyclopropane-1,5'-pyrrolo[2,3-d]pyrimidin]-6'(7'H)-one FC(C1=NNC=C1NC=1N=CC2=C(N1)N(C(C21CC1)=O)[C@H]1C[C@@H](CCC1)O)F